The molecule is a dipeptide that is cysteinylglycine in which the thiol hydrogen has been replaced by a 4-hydroxy-1-oxononan-3-yl group. It has a role as a Brassica napus metabolite. It is a dipeptide, a hydroxyaldehyde, an aliphatic sulfide and a secondary alcohol. CCCCCC(C(CC=O)SCC(C(=O)NCC(=O)O)N)O